ethyl 7-(bis(tert-butoxycarbonyl)amino)-2-chloro-3-methyl-6-(5-methyl-1-(tetrahydro-2H-pyran-2-yl)-1H-indazol-4-yl)-5-oxo-5,6-dihydro-1,6-naphthyridine-8-carboxylate C(C)(C)(C)OC(=O)N(C=1N(C(C=2C=C(C(=NC2C1C(=O)OCC)Cl)C)=O)C1=C2C=NN(C2=CC=C1C)C1OCCCC1)C(=O)OC(C)(C)C